2-methyl-5-(4-methylthiophenyl)-pyrrol-1-yl-ethoxyphenyl-propionic acid Calcium salt [Ca+2].CC=1N(C(=CC1)C=1SC=C(C1)C)CC(C(=O)[O-])(C1=CC=CC=C1)OCC.CC=1N(C(=CC1)C=1SC=C(C1)C)CC(C(=O)[O-])(OCC)C1=CC=CC=C1